C(C)[Si]1(O[Si](O[Si](O[Si](O1)(CC)CC)(CC)CC)(CC)CC)CC octaEthylcyclotetrasiloxane